FC1=C(OCC(=O)COC2=C(C=CC=C2F)F)C(=CC=C1)F 2,6-difluorophenoxymethylketone